O=S1(C2=C(N3[C@@H](C1)CNCC3)N=CC(=C2)C(F)(F)F)=O (R)-5,5-dioxido-3-(trifluoromethyl)-6a,7,9,10-tetrahydropyrazino[1,2-d]pyrido[3,2-b][1,4]thiazin